N[C@H](C(=O)O[C@@H]1[C@H](O[C@]([C@@H]1O)(C1=CC=C2C(=NC=NN21)NC(C(C)(C)OC)=O)C#N)COC(CC2=CC=CC=C2)=O)C(C)(C)C (2R,3S,4R,5R)-5-cyano-4-hydroxy-5-(4-(2-methoxy-2-methylpropanamido)pyrrolo[2,1-f][1,2,4]triazin-7-yl)-2-((2-phenylacetoxy)methyl)tetrahydrofuran-3-yl (S)-2-amino-3,3-dimethylbutanoate